1-(5-((4-(6-chloropyridin-2-yl)piperazin-1-yl)methyl)-1-oxoisoindolin-2-yl)dihydropyrimidine-2,4(1H,3H)-dione ClC1=CC=CC(=N1)N1CCN(CC1)CC=1C=C2CN(C(C2=CC1)=O)N1C(NC(CC1)=O)=O